2-methyl-1-pentene-1,5-sultone CC1=CS(=O)(=O)OCCC1